N-(1-(3-bromo-7-methoxynaphthalen-1-yl)propan-2-yl)acetamide potassium ((4-(tert-butoxycarbonyl)piperazin-1-yl)methyl)trimethylborate C(C)(C)(C)OC(=O)N1CCN(CC1)C[B-](C)(C)C.[K+].BrC=1C=C(C2=CC(=CC=C2C1)OC)CC(C)NC(C)=O